((5-bromo-2-chloropyrimidin-4-yl)amino)-6-fluorobenzamide BrC=1C(=NC(=NC1)Cl)NC1=C(C(=O)N)C(=CC=C1)F